4-isobutylfuran-2,5-dione C(C(C)C)C1=CC(OC1=O)=O